(R)-2-(3-(2-ethylbutoxy)phenoxy)propan-1-amine C(C)C(COC=1C=C(O[C@@H](CN)C)C=CC1)CC